CN1CCNCC12CN(CCC2)C(=O)OO[C@@H]2CC[C@@H](CC2)C2=CC=CC=C2 [(CIS)-4-phenylcyclohexyl]oxy [methyl]-1,4,8-triazaspiro[5.5]undecane-8-carboxylate